Cl.C(C)C1=C(N=C(C(=N1)C(=O)N)NC1=CC(=CC=C1)CCNC([C@H](C)NC)=O)N(C)CC (S)-6-ethyl-5-(ethyl(methyl)amino)-3-((3-(2-(2-(methylamino)propanamido)ethyl)phenyl)amino)pyrazine-2-carboxamide hydrochloride